C(C1CO1)OCCC[Si](OCC)(C)C 3-glycidoxypropyldimethyl-ethoxysilane